C(CCCCCCCCCCC)(=O)OC([C@@H](N)CCC(=O)OC(CCCCCCCCCCC)=O)=O Dilauroyl-L-glutamate